ClC(C(=O)N)C(Cl)(Cl)Cl 2,3,3,3-tetrachloropropionamide